CN1C(CCC12CCN(CC2)C2=NC(=NC(=C2)N2CC(C2)N2CCNCC2)C(F)(F)F)=O 1-Methyl-8-(6-(3-(piperazin-1-yl)azetidin-1-yl)-2-(trifluoromethyl)pyrimidin-4-yl)-1,8-diazaspiro[4.5]decan-2-one